ClC1=C(C=CC(=C1)Cl)[C@H]1[C@@H](C1)NC(=O)C1(C=2C=CC=NC2C(CC1)(CO)O)F N-((trans)-2-(2,4-Dichlorophenyl)cyclopropyl)-5-fluoro-8-hydroxy-8-(hydroxymethyl)-5,6,7,8-tetrahydrochinolin-5-carboxamid